4-bromophenyl-sulfanylpropan-1-ol BrC1=CC=C(C=C1)C(CC)(O)S